BrC=1SC(=C(N1)C(=O)OCC)C1CC1 ethyl 2-bromo-5-cyclopropylthiazole-4-carboxylate